O=C1NC(CCC1N1C(C2=C3C(C(=CC=C13)CC1=CC=C(C=C1)C(N1CCN(CC1)C(=O)OC(C)(C)C)([2H])[2H])=CC=C2)=O)=O tert-butyl 4-((4-((1-(2,6-dioxopiperidin-3-yl)-2-oxo-1,2-dihydrobenzo[cd]indol-6-yl)methyl)phenyl)methyl-d2)piperazine-1-carboxylate